(S)-1-(1-but-2-ynylpyrrolidin-3-yl)-3-(3,5-dimethoxy-2,6-dichlorophenylethynyl)-4-amino-7-hydroxy-1H-pyrrolo[2,3-d]pyridazine C(C#CC)N1C[C@H](CC1)N1C=C(C=2C1=C(N=NC2N)O)C#CC2=C(C(=CC(=C2Cl)OC)OC)Cl